2-(methoxymethyl)pyrrolidine-1-carboxylic acid benzyl ester C(C1=CC=CC=C1)OC(=O)N1C(CCC1)COC